BrC=1N=C(SC1SC(C)C)Cl 4-bromo-2-chloro-5-(isopropylthio)thiazole